C(#N)CC1=CC(=C(C=C1F)NS(=O)(=O)C=1C=2CCN(C(C2C=CC1)=O)C)F N-[4-(cyanomethyl)-2,5-difluoro-phenyl]-1-keto-2-methyl-3,4-dihydroisoquinoline-5-sulfonamide